N-{4-[2-(2-chloro-3-fluorophenyl)acetamido]pyridin-2-yl}-N-(2,3-difluorophenyl)acetamide ClC1=C(C=CC=C1F)CC(=O)NC1=CC(=NC=C1)N(C(C)=O)C1=C(C(=CC=C1)F)F